C(C)(C)(C)OC(=O)N1CC2=C(C=CC=C2CC1)O[C@H]1C[C@H]([C@@H]2OC(O[C@@H]21)(C)C)OC(=O)OC(C)(C)C 8-(((3aR,4S,6R,6aS)-6-((t-butoxycarbonyl)oxy)-2,2-dimethyltetrahydro-4H-cyclopenta[d][1,3]dioxol-4-yl)oxy)-3,4-dihydroisoquinoline-2(1H)-carboxylic acid t-butyl ester